C(C)(C)(C)OC(=O)N1CC=2C(=NC(=CC2C1=O)N(C)C(C)C)N1CCN(CC1)C(=O)OC(C)(C)C 4-(4-(tert-butoxycarbonyl)piperazin-1-yl)-6-(isoPropyl(methyl)amino)-1-oxo-1,3-dihydro-2H-pyrrolo[3,4-c]pyridine-2-carboxylic acid tert-butyl ester